5-methyl-4-oxo-7-{3-[(1,3,4-thiadiazol-2-yl)carbamoyl]azetidin-1-yl}-1-(1,2,4-thiadiazol-5-yl)-1,4-dihydro-1,8-naphthyridine-3-carboxylic acid CC1=C2C(C(=CN(C2=NC(=C1)N1CC(C1)C(NC=1SC=NN1)=O)C1=NC=NS1)C(=O)O)=O